Cl.Cl.CN1C=NC(=C1)C(C)N 1-(1-methyl-1H-imidazol-4-yl)ethan-1-amine dihydrochloride